ClC1=C(C=CC(=C1)Cl)C=1CCCC2=C(C1C1=CC=C(C=C1)O[C@@H]1CN(CC1)CCCF)C=CC(=C2)NC(=O)C2(CC2)F (S)-N-(8-(2,4-dichlorophenyl)-9-(4-((1-(3-fluoropropyl)pyrrolidin-3-yl)oxy)phenyl)-6,7-dihydro-5H-benzo[7]annulen-3-yl)-1-fluorocyclopropane-1-carboxamide